N-methyl-2-[4-[6-[5-(6-methyl-2-pyridyl)-1H-imidazol-4-yl]-1,5-naphthyridin-3-yl]pyrazol-1-yl]ethanamine CNCCN1N=CC(=C1)C=1C=NC2=CC=C(N=C2C1)C=1N=CNC1C1=NC(=CC=C1)C